Sodium lauric acid Sodium [Na].C(CCCCCCCCCCC)(=O)O.[Na]